2-(7-((2S,5R)-4-(1-(6-cyclopropylpyridin-3-yl)ethyl)-5-ethyl-2-methylpiperazin-1-yl)-6-fluoro-4-methyl-5-oxo-4,5-dihydropyrazolo[1,5-a]pyrimidin-2-yl)acetonitrile C1(CC1)C1=CC=C(C=N1)C(C)N1C[C@@H](N(C[C@H]1CC)C1=C(C(N(C=2N1N=C(C2)CC#N)C)=O)F)C